CC1=C(C=C(C=C1)NC[C@H]1N(CCC1)C(=O)OC(C)(C)C)C(N[C@H](C)C1=CC=CC2=CC=CC=C12)=O tert-butyl (S)-2-(((4-methyl-3-(((R)-1-(naphthalen-1-yl)ethyl) carbamoyl)phenyl) amino) methyl)pyrrolidine-1-carboxylate